FC(CN1N=CC(=C1)C=1C(=C(C(=CC1)O)N1CC(NS1(=O)=O)=O)F)F 5-(3-(1-(2,2-difluoroethyl)-1H-pyrazol-4-yl)-2-fluoro-6-hydroxyphenyl)-1,2,5-thiadiazolidin-3-one 1,1-dioxide